N-(5-(6-isopropoxypyridazin-3-yl)-4-(4-(methoxy-d3)-6-(methylsulfonyl)pyridin-2-ylamino)pyridin-2-yl)acetamide C(C)(C)OC1=CC=C(N=N1)C=1C(=CC(=NC1)NC(C)=O)NC1=NC(=CC(=C1)OC([2H])([2H])[2H])S(=O)(=O)C